7-allyl-2-[3-[(3-allyloxyphenyl)methoxy]-4-pyridyl]-3-(3-fluoro-2-methoxy-anilino)-1,5,6,7-tetrahydropyrrolo[3,2-c]pyridin-4-one C(C=C)C1C2=C(C(NC1)=O)C(=C(N2)C2=C(C=NC=C2)OCC2=CC(=CC=C2)OCC=C)NC2=C(C(=CC=C2)F)OC